(S)-N-(4-((2-fluorophenyl)thio)-2-(3-((methylamino)methyl)piperidin-1-yl)-3-(trifluoromethyl)phenyl)-4-(pyridazin-4-yl)thiazole-2-carboxamide FC1=C(C=CC=C1)SC1=C(C(=C(C=C1)NC(=O)C=1SC=C(N1)C1=CN=NC=C1)N1C[C@@H](CCC1)CNC)C(F)(F)F